ClC=1C=CC(=C(C1)C1=CC(=C(N=N1)C)NC1=CC(=NC=C1)NC(CCN1C(CN(CC1)C)CO)=O)F N-(4-{[6-(5-Chloro-2-Fluorophenyl)-3-Methylpyridazin-4-yl]Amino}Pyridin-2-yl)-3-[2-(Hydroxymethyl)-4-Methylpiperazin-1-yl]Propanamid